5-[2-(cyclohexylamino)phenyl]-1-methyl-7-nitro-2,3-dihydro-1H-1,4-benzodiazepin-2-one C1(CCCCC1)NC1=C(C=CC=C1)C1=NCC(N(C2=C1C=C(C=C2)[N+](=O)[O-])C)=O